CC1(CCC(CC1)=O)C(=O)OCC ethyl 1-methyl-4-oxo-cyclohexanecarboxylate